BrC=1C=2N(C(=CC1)C(=O)OC)N=CN2 methyl 8-bromo-[1,2,4]triazolo[1,5-a]pyridine-5-carboxylate